Cl.CN1N=C(C2=CC=C(C=C12)N1CCC(CC1)NC)N1C(CCCC1=O)=O (1-Methyl-6-(4-(methylamino)piperidin-1-yl)-1H-indazol-3-yl)piperidine-2,6-dione hydrochloride